3-[[4-[2-fluoro-3-isobutyl-6-(2H-tetrazol-5-yl)phenyl]piperazin-1-yl]-methyl]pyridazine FC1=C(C(=CC=C1CC(C)C)C=1N=NNN1)N1CCN(CC1)CC=1N=NC=CC1